C1(CCCCC1)CCCOC=1C=C(C=CC1)NC1=C(C=C(C(=O)N=C(N)N)C=C1)C1CC1 4-{[3-(3-cyclohexylpropoxy)phenyl]amino}-3-cyclopropyl-N-(diaminomethylidene)benzamide